C(CC)(=O)OC[C@H]1O[C@H]([C@]([C@@H]1OC(C)=O)(C)F)N1C2=NC(=NC(=C2N=C1)NC)NC(C)=O ((2R,3R,4R,5R)-5-(2-acetamido-6-(methylamino)-9H-purin-9-yl)-3-acetoxy-4-fluoro-4-methyltetrahydrofuran-2-yl)methyl propionate